S(=O)(=O)(ON1[C@@H]2CC[C@H](N(C1=O)C2)C(NS(=O)(=O)C=2C=NC=CC2)=N)[O-].[Na+] sodium (2S,5R)-7-oxo-2-(N-(pyridin-3-ylsulfonyl)carbamimidoyl)-1,6-diazabicyclo[3.2.1]octan-6-yl sulfate